6-fluoro-3,4-dihydro-2H-1-benzopyran-2-carbaldehyde FC=1C=CC2=C(CCC(O2)C=O)C1